O1CC(CC1)C(=O)Cl Tetrahydrofuran-3-carbonyl chloride